C(C)N(C([S-])=S)CC.[Na+] sodium diethyldithiocarbamate salt